CN1C(C2=CC(=CC(=C2C=C1C=1C=NN(C(C1)=O)C=1C=NC(=NC1)C)[C@@H](C)NC(OC(C)(C)C)=O)C)=O tert-butyl (R)-(1-(2,7-dimethyl-3-(1-(2-methylpyrimidin-5-yl)-6-oxo-1,6-dihydropyridazin-4-yl)-1-oxo-1,2-dihydroisoquinolin-5-yl)ethyl)carbamate